NC1=CSC=2C(N(CC21)[C@H](CS(=O)(=O)C)C2=CC(=C(C=C2)OC)OCC)=O (S)-3-Amino-5-(1-(3-ethoxy-4-methoxyphenyl)-2-(methylsulfonyl)ethyl)-4H-thieno[2,3-c]pyrrol-6(5H)-one